C(C)(C)(C)OC(=O)N1CCN(CC1)C1=CC=C(C=C1)C=1C=C2C(=NC1)C(=CO2)C2=CC(=CC=C2)CC(=O)NCC.OC(C=O)CCCC=O 2-hydroxyhexanedial tert-butyl-4-(4-(3-(3-(2-(ethylamino)-2-oxoethyl)phenyl)furo[3,2-b]pyridin-6-yl)phenyl)piperazine-1-carboxylate